2-[(2R)-3-(3,4-Dihydro-1H-isochinolin-2-yl)-2-hydroxy-propyl]-6-(3-hydroxy-1-piperidyl)-3,4-dihydroisochinolin-1-on C1N(CCC2=CC=CC=C12)C[C@H](CN1C(C2=CC=C(C=C2CC1)N1CC(CCC1)O)=O)O